BrC=1C=C(C=C2C(N(C(S2)=NN=C2C(NC3=CC=C(C=C23)Cl)=O)C2=CC=C(C=C2)C)=O)C=CC1 3-(2-(5-(3-bromobenzylidene)-3-(4-methylphenyl)-4-oxothiazolidin-2-ylidene)hydrazono)-5-chloroindol-2-one